8-bromo-2-(methanesulfonyl)-N-[(7-methyl-3H-imidazo[4,5-b]pyridin-2-yl)methyl]pyrazolo[1,5-a][1,3,5]triazin-4-amine BrC=1C=NN2C1N=C(N=C2NCC2=NC=1C(=NC=CC1C)N2)S(=O)(=O)C